C1C/C(=C\\C(=O)C(=O)[O-])/C=C[C@@H]1O The molecule is 3-(4-hydroxycyclohex-2-en-1-ylidene)pyruvate obtained by deprotonation of the carboxy group of 3-[(1E,4R)-4-hydroxycyclohex-2-en-1-ylidene]pyruvic acid; major species at pH 7.3. It has a role as a bacterial metabolite. It is a conjugate base of a 3-[(1E,4R)-4-hydroxycyclohex-2-en-1-ylidene]pyruvic acid.